C(#N)C1=CC=C(C=C1)C1CCN(CC1)C(=O)C=1C=CC(=C(C1)C1=NC2=C(CN(CC2)C(=O)OCC)N1)C1CCC1 Ethyl 2-(5-(4-(4-cyanophenyl)piperidine-1-carbonyl)-2-cyclobutylphenyl)-6,7-dihydro-3H-imidazo[4,5-c]pyridine-5(4H)-carboxylate